(R)-N-(5-((4-chlorobenzyl)oxy)-1,3,4-thiadiazol-2-yl)-2-(6-oxohexahydropyrrolo[1,2-a]pyrazin-2(1H)-yl-8a-d)nicotinamide ClC1=CC=C(COC2=NN=C(S2)NC(C2=C(N=CC=C2)N2C[C@@]3(N(CC2)C(CC3)=O)[2H])=O)C=C1